F[C@H]1C[C@H](N2N=C(N=C21)SCC#N)C2=CC=CC=C2 2-[[(5s,7s)-7-fluoro-5-phenyl-6,7-dihydro-5H-pyrrolo[1,2-b][1,2,4]triazol-2-yl]thio]acetonitrile